ClC1=CC=C(C=N1)N[C@H](C)C=1C=C(C=C2C(C(=C(OC12)C1=CC=C(C=C1)N(C)C)C)=O)C 8-[(1R)-1-[(6-Chloro-3-pyridyl)amino]ethyl]-2-[4-(dimethylamino)phenyl]-3,6-dimethyl-chromen-4-one